FC1=CC=C(C=C1)C=1C(=NC=CC1)[C@H]1N(CCC1)C1=NC(=CC(=C1)C(F)(F)F)C(F)(F)F 2-[(2S)-2-[3-(4-fluorophenyl)pyridin-2-yl]pyrrolidin-1-yl]-4,6-bis(trifluoromethyl)pyridine